NC=1C2=C(N=CN1)N(C=C2)[C@@H]2O[C@@H]([C@H]([C@H]2O)O)[C@](C)(O)C2=CC=1CCC1C=C2 (2R,3R,4S,5S)-2-(4-amino-7H-pyrrolo[2,3-d]pyrimidin-7-yl)-5-((R)-1-(bicyclo[4.2.0]octa-1(6),2,4-trien-3-yl)-1-hydroxyethyl)tetrahydrofuran-3,4-diol